lithium bis-(trimethyl-silyl)amide C[Si](C)(C)[N-][Si](C)(C)C.[Li+]